2-(3-Carboxy-2,5-dihydroxyphenyl)-4-(4-carboxymethyl-2,5-dihydroxyphenyl)-1,3,5-triazine C(=O)(O)C=1C(=C(C=C(C1)O)C1=NC=NC(=N1)C1=C(C=C(C(=C1)O)CC(=O)O)O)O